2,5-dimethyl-2,5-bis(t-butylperoxy)hex-3-yne CC(C)(C#CC(C)(OOC(C)(C)C)C)OOC(C)(C)C